(1R,4s)-4-(8-(4-chloro-2,6-difluorophenylamino)-2-((3S,4S)-3-fluorotetrahydro-2H-pyran-4-ylamino)-9H-purin-9-yl)cyclohexanecarboxamide ClC1=CC(=C(C(=C1)F)NC=1N(C2=NC(=NC=C2N1)N[C@@H]1[C@@H](COCC1)F)C1CCC(CC1)C(=O)N)F